N1N=CC(=C1)C1=NNC2=CC(=CC=C12)NC=1C=C(C=CC1)NC(=O)NC1=CC(=NN1C1=CC=C(C=C1)Br)C(C)(C)C 1-(3-((3-(1H-pyrazol-4-yl)-1H-indazol-6-yl)amino)phenyl)-3-(1-(4-bromophenyl)-3-(tert-butyl)-1H-pyrazol-5-yl)urea